CC1=CC=C(C=C1)S(=O)(=O)[O-].CN1/C(/SC2=C1C=CC=C2)=C/C2=CC=[N+](C1=CC=CC=C21)CCC (Z)-4-((3-Methylbenzo[d]thiazol-2(3H)-ylidene)methyl)-1-propylquinolin-1-ium 4-methylbenzenesulfonate